2-hydroxy-4-normal Octyloxybenzophenone OC1=C(C(=O)C2=CC=CC=C2)C=CC(=C1)OCCCCCCCC